C(C)(C)(C)OC(=O)N1[C@H](CCC1)C1=CC(=C(C=C1)C(CBr)=O)F (R)-2-(4-(2-bromoacetyl)-3-fluorophenyl)pyrrolidine-1-carboxylic acid tert-butyl ester